5-(7-fluoro-2-methyl-2H-indazol-5-yl)-2-{3-[3-(propan-2-yl)piperazin-1-yl]-1,2,4-triazin-6-yl}phenol FC1=CC(=CC2=CN(N=C12)C)C=1C=CC(=C(C1)O)C1=CN=C(N=N1)N1CC(NCC1)C(C)C